dipalmitoyl-ethyl-hydroxyethyl-ammonium C(CCCCCCCCCCCCCCC)(=O)[N+](CCO)(CC)C(CCCCCCCCCCCCCCC)=O